C(C)(=O)N1CC2=C(C=C(C=C2C1)C1CCC(CC1)NC(OC(C)(C)C)=O)N1CCCC2=CC(=C(C=C12)C(F)F)C=1C=NN(C1)C tert-butyl ((1s,4s)-4-(2-acetyl-7-(7-(difluoromethyl)-6-(1-methyl-1H-pyrazol-4-yl)-3,4-dihydroquinolin-1(2H)-yl)isoindolin-5-yl)cyclohexyl)carbamate